CC1C(CCCC1)N1ONC2=C1C=CC=C2 N-(2-methylcyclohexyl)benzo[c][1,2,5]oxadiazole